1-(3-(4-Chloro-3,5-dimethylphenoxy)propyl)-3,5-diethyl-4-toluenesulfonyl-1H-pyrrole-2-carboxylic acid ClC1=C(C=C(OCCCN2C(=C(C(=C2CC)S(=O)(=O)CC2=CC=CC=C2)CC)C(=O)O)C=C1C)C